2-(difluoromethyl)-1-fluoro-4-nitro-benzene FC(C1=C(C=CC(=C1)[N+](=O)[O-])F)F